N-(2-((2S,3R)-1,2-diethylpiperidin-3-yl)thieno[2,3-b]pyridin-4-yl)benzo[d]thiazol-5-amine C(C)N1[C@H]([C@@H](CCC1)C1=CC=2C(=NC=CC2NC=2C=CC3=C(N=CS3)C2)S1)CC